2-{[8-Fluoro-2-(1-fluoro-cyclopropyl)-4-(3-methoxy-3',4',5',6'-tetrahydro-2'H-[2,4']bipyridinyl-1'-yl)-quinazolin-6-yl]-methyl-amino}-ethanol FC=1C=C(C=C2C(=NC(=NC12)C1(CC1)F)N1CCC(CC1)C1=NC=CC=C1OC)N(CCO)C